(Boc-aminooxy)acetic acid C(=O)(OC(C)(C)C)NOCC(=O)O